(S)-4-amino-5-oxo-5-(quinolin-5-ylamino)pentanoic acid tert-butyl ester C(C)(C)(C)OC(CC[C@@H](C(NC1=C2C=CC=NC2=CC=C1)=O)N)=O